C(CCCC\C=C/C=C)O (6Z)-6,8-nonadiene-1-ol